IC1=CC(=CC=C1)CC1=CC=C(C=C1)OC 1-iodo-3-(4-methoxybenzyl)benzene